(3R)-3-[(3aS,4R,6R,6aR)-4-(4-aminopyrrolo[2,3-d]pyrimidin-7-yl)-2,2-dimethyl-4,5,6,6a-tetrahydro-3aH-cyclopenta[d][1,3]dioxol-6-yl]-6-chloro-3H-isobenzofuran-1-one NC=1C2=C(N=CN1)N(C=C2)[C@@H]2C[C@@H]([C@H]1OC(O[C@H]12)(C)C)[C@H]1OC(C2=CC(=CC=C12)Cl)=O